BrC=1C=C(C=NC1OC1=CC=C(C=C1)C(F)(F)F)S(=O)(=O)N(C)CC1=CC=C(C=C1)OC 5-bromo-N-[(4-methoxyphenyl)methyl]-N-methyl-6-[4-(trifluoromethyl)phenoxy]pyridine-3-sulfonamide